FC1(CC2C(C2C1)NC1=C(C=C(C=N1)S(=O)(=O)NC)C=1N=CN(C1)C)F 6-((3,3-difluorobicyclo[3.1.0]hexan-6-yl)amino)-N-methyl-5-(1-methyl-1H-imidazol-4-yl)pyridine-3-sulfonamide